4-(4-(3,9-diazabicyclo[4.2.1]nonan-9-yl)-6-chloro-8-fluoro-2-(((2R,7aS)-2-fluorotetrahydro-1H-pyrrolizin-7a(5H)-yl)methoxy)quinazolin-7-yl)-7-fluorobenzo[d]thiazol-2-amine C12CNCCC(CC1)N2C2=NC(=NC1=C(C(=C(C=C21)Cl)C2=CC=C(C1=C2N=C(S1)N)F)F)OC[C@]12CCCN2C[C@@H](C1)F